O=C1NC(CCC1N1C(N(C2=C1C=CC=C2NC2CCC(CC2)C(=O)N2C[C@H](CC2)C(=O)OC(C)(C)C)C)=O)=O tert-butyl (3S)-1-[(1r,4r)-4-{[1-(2,6-dioxopiperidin-3-yl)-3-methyl-2-oxo-1,3-benzodiazol-4-yl]amino}cyclohexanecarbonyl]pyrrolidine-3-carboxylate